C(C1=CC=CC=C1)OC1=C(N=C(C2=C(C(=CC=C12)Cl)Br)NC(=S)NC(=O)OCC)C(=O)OC Methyl 4-(benzyloxy)-8-bromo-7-chloro-1-(3-(ethoxycarbonyl)thioureido)isoquinoline-3-carboxylate